CN(C)CCCN(CCCN(C)C)CC(C)O bis-(dimethylaminopropyl)amino-2-propanol